7-chloro-N-((1-((6-cyclopropylimidazo[1,2-a]pyridin-2-yl)methyl)-1H-1,2,3-triazol-4-yl)methyl)-8-fluoroimidazo[1,5-a]pyridin-1-carboxamide ClC1=C(C=2N(C=C1)C=NC2C(=O)NCC=2N=NN(C2)CC=2N=C1N(C=C(C=C1)C1CC1)C2)F